N-1-naphthyl-2-[4-(7H-pyrrolo-[2,3-d]pyrimidin-4-yl)-1H-pyrazol-1-yl]butanamide C1(=CC=CC2=CC=CC=C12)NC(C(CC)N1N=CC(=C1)C=1C2=C(N=CN1)NC=C2)=O